ClC1=C(C=CC(=C1)Cl)NNS(=O)(=O)C=1C(=NN(C1)C)C N'-(2,4-dichlorophenyl)-1,3-dimethyl-1H-pyrazole-4-sulfonyl-hydrazine